Methyl 3-bromo-4-hydroxy-5-(1-(2-hydroxyethyl)-1H-imidazol-5-yl)benzoate BrC=1C=C(C(=O)OC)C=C(C1O)C1=CN=CN1CCO